OC1=C(C(=O)NC2=CC(=CC=C2)N2CCN(CC2)C)C(=CC(=C1)C(C)(CCCCCC)C)O 2,6-dihydroxy-4-(2-methyloctan-2-yl)-N-(3-(4-methylpiperazin-1-yl)phenyl)benzamide